NC=1N=NC(=CC1OCCC1=CC=C(C(=O)O)C=C1)C1=C(C=CC=C1)O 4-(2-[[3-amino-6-(2-hydroxyphenyl)pyridazin-4-yl]oxy]ethyl)benzoic acid